NC(CC(=O)OC)C1=CC=C(C=C1)C1=C(N=CS1)C Methyl 3-amino-3-(4-(4-methylthiazol-5-yl)phenyl)propanoate